FC(C(=O)O)(F)F.FC1=C(C(=CC=C1)OC)C(C(=O)NC=1SC=CN1)N1C=NC2=CC=C(C=C2C1=O)C1=CC=C(C=C1)N1CCN(CC1)C 2-(2-fluoro-6-methoxyphenyl)-2-(6-(4-(4-methylpiperazin-1-yl)phenyl)-4-oxoquinazolin-3(4H)-yl)-N-(thiazol-2-yl)acetamide trifluoroacetate